mono(2-ethylhexyl) hydrogen phosphite P(OCC(CCCC)CC)(O)[O-]